FC1=C(C=CC(=C1)Cl)C1=CC(=CC(=C1)F)F 2,3',5'-trifluoro-4-chlorobiphenyl